BrC(C)C=1C=C(C=C2C(C=C(OC12)N1CCC(CC1)C)=O)C 8-(1-bromoethyl)-6-methyl-2-(4-methyl-1-piperidinyl)chromen-4-one